(1R,2R,3S,4R,5S)-4-(5-chloro-7-((2,5-difluorobenzyl)amino)-3H-imidazo[4,5-b]Pyridin-3-yl)bicyclo[3.1.0]Hexane-2,3-diol ClC1=CC(=C2C(=N1)N(C=N2)[C@H]2[C@@H]([C@@H]([C@@H]1C[C@H]21)O)O)NCC2=C(C=CC(=C2)F)F